p-amino-cyclotriphosphazene NP1NP=NPN1